4-(9-ethyl-3-ethynyl-6,6-dimethyl-11-oxo-6,11-dihydro-5H-benzo[b]carbazol-8-yl)piperazine-1-carboxylate C(C)C1=CC2=C(C(C=3NC4=CC(=CC=C4C3C2=O)C#C)(C)C)C=C1N1CCN(CC1)C(=O)[O-]